COC(=O)C1=NC(=CC(=C1Cl)N)C1=C(C(=C(C=C1)Cl)N(C)C)F 4-amino-3-chloro-6-(4-chloro-3-dimethylamino-2-fluorophenyl)pyridine-2-carboxylic acid methyl ester